FC1=C(CC2(CCC2)CNC(=O)C=2NC(C=CN2)=O)C=CC(=C1)F N-((1-(2,4-difluorobenzyl)cyclobutyl)methyl)-6-oxo-1,6-dihydropyrimidine-2-carboxamide